C1(CC1)C1=C(C=CC=C1)C=1C=NC=2CCN(CC2C1)C=1C(=CC=2N(N1)C(C=C(N2)C)=O)C 7-(3-(2-cyclopropylphenyl)-7,8-dihydro-1,6-naphthyridin-6(5H)-yl)-2,8-dimethyl-4H-pyrimido[1,2-b]pyridazin-4-one